OCCN1[C@H](CN(C[C@H]1C)C(=O)OCC1=CC=CC=C1)C (3s,5r)-benzyl 4-(2-hydroxyethyl)-3,5-dimethylpiperazine-1-carboxylate